[N+](=O)([O-])OC1=CC=CC=C1CC[C@@H](\C=C\[C@@H]1[C@H]([C@H](C[C@H]1O)O)C\C=C/CCCC(=O)NCC)OC(CCCCC)=O caproic acid 6-(nitrooxy)-(1S,2E)-3-[(1R,2R,3S,5R)-2-[(2Z)-7-(ethylamino)-7-oxo-2-hepten-1-yl]-3,5-dihydroxycyclopentyl]-1-(2-phenylethyl)-2-propen-1-yl ester